COC=1C=C(C=CC1OC)C1C2(O1)COC1=CC(=CC=C1C2=O)OC 3'-(3,4-dimethoxyphenyl)-7-methoxy-4H-spiro[chromene-3,2'-oxiran]-4-one